Methyl 5-(3-fluoropropyl)-3-methyl-4,5,6,7-tetrahydro-3H-imidazo[4,5-c]pyridine-2-carboxylate FCCCN1CC2=C(CC1)N=C(N2C)C(=O)OC